N-((R)-3-cyclohexyl-1-oxo-1-(((S)-1-oxo-3-((S)-2-oxopyrrolidin-3-yl)propan-2-yl)amino)propan-2-yl)-9-hydroxy-9H-fluorene-9-carboxamide C1(CCCCC1)C[C@H](C(N[C@H](C=O)C[C@H]1C(NCC1)=O)=O)NC(=O)C1(C2=CC=CC=C2C=2C=CC=CC12)O